Cl/C=C/C(=O)N1C[C@H](CCC1)NC1=NC(=CC(=C1)CN1CCOCC1)NC=1SC(=CN1)C (S,E)-3-chloro-1-(3-(6-(5-methylthiazol-2-ylamino)-4-(morpholinomethyl)pyridin-2-ylamino)piperidin-1-yl)prop-2-en-1-one